3,4-didehydroproline N1[C@@H](C=CC1)C(=O)O